3-(4-(3,5-dimethylpiperidin-4-yl)-6-fluoro-1-oxoisoindolin-2-yl)piperidine-2,6-dione CC1CNCC(C1C1=C2CN(C(C2=CC(=C1)F)=O)C1C(NC(CC1)=O)=O)C